ClC=1C=C(C=CC1Cl)C1CCN(CC1)C[C@@H](COC1=CC=CC=2OC(=CC21)C=2OC(=NN2)C)O (2S)-1-[4-(3,4-DICHLOROPHENYL)PIPERIDIN-1-YL]-3-[2-(5-METHYL-1,3,4-OXADIAZOL-2-YL)BENZO[B]FURAN-4-YLOXY]PROPAN-2-OL